FC(C1=CN=C2N1C=C(N=C2C2=CC=C(C=C2)C(F)(F)F)CNC(OC(C)(C)C)=O)(F)F tert-butyl ((3-(trifluoromethyl)-8-(4-(trifluoromethyl)phenyl)imidazo[1,2-a]pyrazin-6-yl)methyl)carbamate